citric acid tri-silver [Ag].[Ag].[Ag].C(CC(O)(C(=O)O)CC(=O)O)(=O)O